5-amino-4-(5-(5-(but-1-en-1-yl)pyridin-2-yl)-1-oxoisoindolin-2-yl)-5-oxopentanoate NC(C(CCC(=O)[O-])N1C(C2=CC=C(C=C2C1)C1=NC=C(C=C1)C=CCC)=O)=O